C(C)OC(CCCCCCC\C=C/CCCCCCCC)=O.[Na].C(C)C=1C=CC2=C(C3=CC=CC=C3C(=C2C1)OC(=O)C1C(CCCC1)C(=O)O)OC(=O)C1C(CCCC1)C(=O)O 3-ethyl-9,10-bis(2-carboxycyclohexyl)carbonyloxyanthracene sodium ethyl-oleate